2-isopropylpyrazine C(C)(C)C1=NC=CN=C1